tert-butyl (1-(2-aminopyridin-3-yl)-4-(((tertbutyldimethylsilyl)oxy)methyl) piperidin-4-yl)carbamate NC1=NC=CC=C1N1CCC(CC1)(CO[Si](C)(C)C(C)(C)C)NC(OC(C)(C)C)=O